C1(=CC=CC=C1)CS(=O)(=O)OC1=C(OC(C1=O)C1=CC=C(C=C1)C(F)(F)F)N([2H])[2H] 2-(amino-d2)-4-oxo-5-(4-(trifluoromethyl)phenyl)-4,5-dihydrofuran-3-yl phenylmethanesulfonate